1,1-difluoro-1-{2-fluoro-3-[(1R)-1-{[2-methyl-6-(2-methylpropane-2-sulfonyl)pyrido[3,4-d]pyrimidin-4-yl]amino}ethyl]phenyl}-2-methylpropan-2-ol FC(C(C)(O)C)(C1=C(C(=CC=C1)[C@@H](C)NC=1C2=C(N=C(N1)C)C=NC(=C2)S(=O)(=O)C(C)(C)C)F)F